C(C1=CC=CC=C1)OC1=C(C(=NC(=C1)[C@@H]1O[C@]([C@H]([C@H]1C1=C(C(=C(C=C1)F)F)OC)C)(C(F)(F)F)C)C)N[C@@H]1[C@H](CN(CC1)C)F 4-benzyloxy-6-((2R,3S,4S,5R)-3-(3,4-difluoro-2-methoxyphenyl)-4,5-dimethyl-5-(trifluoromethyl)tetrahydrofuran-2-yl)-N-((3S,4S)-3-fluoro-1-methylpiperidin-4-yl)-2-methylpyridin-3-amine